ClC1=CC=C2C(=N1)N=C(O2)SC 5-chloro-2-methylthiooxazolo[4,5-b]pyridine